C(C)[C@@H]1N(C[C@H](N(C1)C(C)C1=CC=C(C=C1)C(F)(F)F)CC)C=1C2=C(N(C(N1)=O)C)C=CC(=N2)OCCOC 4-((2S,5R)-2,5-diethyl-4-(1-(4-(trifluoromethyl)phenyl)ethyl)piperazin-1-yl)-6-(2-methoxyethoxy)-1-methylpyrido[3,2-d]pyrimidin-2(1H)-one